benzyl 8-(5-(N-cyclopentylsulfamoyl)-4,5,6,7-tetrahydrothiazolo[5,4-c]pyridin-2-yl)-3,8-diazabicyclo[3.2.1]octane-3-carboxylate C1(CCCC1)NS(=O)(=O)N1CC2=C(CC1)N=C(S2)N2C1CN(CC2CC1)C(=O)OCC1=CC=CC=C1